(2S,3R,5R)-3-((E)-(2-(1-(2-chloro-3,4-dihydroxybenzoyl)piperidine-4-carbonyl)hydrazono)methyl)-3-methyl-7-oxo-4-thia-1-azabicyclo[3.2.0]heptane-2-carboxylic acid 4,4-dioxide ClC1=C(C(=O)N2CCC(CC2)C(=O)N\N=C\[C@]2([C@@H](N3C(C[C@H]3S2(=O)=O)=O)C(=O)O)C)C=CC(=C1O)O